bis-(2-(3,5-dimethylmorpholinyl) ethyl) ether CC1N(C(COC1)C)CCOCCN1C(COCC1C)C